NC1=C2N=C(N(C2=NC(=N1)F)CCCNC(C(C)(C)C)=O)CC1=CC2=C(CCO2)C=C1I N-{3-[6-Amino-2-fluoro-8-(5-iodo-2,3-dihydro-benzofuran-6-ylmethyl)-purin-9-yl]-propyl}-2,2-dimethyl-propionamide